FC1(C(=CNC(C1)=O)C(=O)NC1=C(C=CC(=C1)C=1C=NC(=NC1)C#N)N1C[C@H](N(CC1)C)C)C(F)(F)F 4-fluoro-N-[5-(2-cyanopyrimidin-5-yl)-2-[(3R)-3,4-dimethylpiperazin-1-yl]phenyl]-6-oxo-4-(trifluoromethyl)-1H-pyridine-3-carboxamide